4'-ISOBUTOXYBIPHENYL-4-YLBORONIC ACID C(C(C)C)OC1=CC=C(C=C1)C1=CC=C(C=C1)B(O)O